2-chloro-4-((4-fluorophenoxy)methyl)pyrimidine ClC1=NC=CC(=N1)COC1=CC=C(C=C1)F